2-(4-((cis)-2,6-dimethylmorpholino)pyridazino[4,5-d]pyridazin-1-yl)-5-(trifluoromethyl)phenol C[C@@H]1O[C@@H](CN(C1)C1=NN=C(C2=CN=NC=C21)C2=C(C=C(C=C2)C(F)(F)F)O)C